O=C1NCCC2=CC(=CC=C12)C1=CC=C(C=C1)C=1C=NNC1C(=O)O 4-(4-(1-oxo-1,2,3,4-tetrahydroisoquinolin-6-yl)phenyl)-1H-pyrazole-5-carboxylic acid